1-(4-(4-(3,4-Dichloro-2-fluorophenoxy)quinazolin-6-yl)piperazin-1-yl)prop-2-en-1-one ClC=1C(=C(OC2=NC=NC3=CC=C(C=C23)N2CCN(CC2)C(C=C)=O)C=CC1Cl)F